4-(Pyridin-4-yl)pyrimidine-3-thiol N1=CC=C(C=C1)C=1N(CN=CC1)S